C(C)(C)(C)C1=CC=C(OCCCCC(=O)NC2=C(C(=O)NC=3C=C(C(=O)O)C=CC3)C=CC=C2)C=C1 3-(2-(5-(4-(Tert-butyl)phenoxy)pentanoylamino)benzoylamino)benzoic acid